ONC(=O)C=1C=2CN(CC2C=CC1)C(C(CC)C1=CC=C(C=C1)OC)=O N-hydroxy-2-(2-(4-methoxyphenyl)butanoyl)isoindoline-4-carboxamide